C1C2=C(C(=CC=C2)O)C(=O)C3=CC=CC=C31 hydroxyanthrone